2,5-bis(2-carboxyphenyl)benzene C(=O)(O)C1=C(C=CC=C1)C1=CC=C(C=C1)C1=C(C=CC=C1)C(=O)O